[4-[[[2-[3-fluoro-4-(trifluoromethyl)phenyl]-4-methyl-5-thiazolyl]methyl]thio]-2-methylphenoxy]acetic acid FC=1C=C(C=CC1C(F)(F)F)C=1SC(=C(N1)C)CSC1=CC(=C(OCC(=O)O)C=C1)C